1-methyl-1H-pyrrole-2-carboxylic acid [4-(5-cyano-1H-benzoimidazol-2-yl)-phenyl]-amide C(#N)C1=CC2=C(NC(=N2)C2=CC=C(C=C2)NC(=O)C=2N(C=CC2)C)C=C1